N[C@@H](CCCCNC(CCOCCOCCOCCOCCOCCOCCOCCOCCOCCOCCOCCOC)=O)C(=O)O (S)-44-amino-38-oxo-2,5,8,11,14,17,20,23,26,29,32,35-dodecaoxa-39-azapentatetracontan-45-oic acid